ClC1=C(C=CC=C1)C(C)N1N=CC(=C1)C=1C=CC(N(C1)C)=O 5-(1-(1-(2-chlorophenyl)ethyl)-1H-pyrazol-4-yl)-1-methylpyridin-2(1H)-one